C1(=CC=CC=C1)P(C1=CC=CC=C1)CC1=C(C=CC=C1)C1=C(C=CC=C1)CP(C1=CC=CC=C1)C1=CC=CC=C1 2,2'-bis[(diphenylphosphino)methyl]-1,1'-biphenyl